ClC=1C(=NC(=NC1)NC1=C(C=C2CCN(CC2=C1)C)OC(F)F)NC1=C(SC=C1)C(=O)N 3-((5-chloro-2-((6-(difluorometh-oxy)-2-methyl-1,2,3,4-tetrahydro-isoquinolin-7-yl)amino)pyrimidin-4-yl)amino)thiophene-2-carboxamide